ClC=1C=C(C=CC1)C1=NC=CC2=C1N=C(N=C2)NC=2C=NC(=CC2)N2CCNCC2 8-(3-chlorophenyl)-N-(6-(piperazin-1-yl)pyridin-3-yl)pyrido[3,4-d]pyrimidin-2-amine